(S)-(1-(difluoromethyl)-1H-pyrazol-5-yl)(4-(4-methoxybenzo[d]oxazol-2-yl)-6,7-dihydro-1H-imidazo[4,5-c]pyridin-5(4H)-yl)methanone FC(N1N=CC=C1C(=O)N1[C@@H](C2=C(CC1)NC=N2)C=2OC1=C(N2)C(=CC=C1)OC)F